C1(CC1)OC1=C(C(=O)NNC(C(=O)OCC)=O)C=C(C=C1)C(F)(F)F ethyl 2-(2-(2-cyclopropoxy-5-(trifluoromethyl)benzoyl)hydrazineyl)-2-oxoacetate